NC=1C2=C(N=CN1)C(=NC(=C2)OC)C=2C(=C(C=CC2C)O)C (R)-3-(4-amino-6-methoxypyrido[3,4-d]pyrimidin-8-yl)-2,4-dimethylphenol